methyl (R)-1-(3-bromo-5-chloro-2-(hydroxymethyl)phenyl)-3-((tert-butoxycarbonyl)amino)pyrrolidine-3-carboxylate BrC=1C(=C(C=C(C1)Cl)N1C[C@](CC1)(C(=O)OC)NC(=O)OC(C)(C)C)CO